N-(4-(4-amino-3-(3-fluoro-4-((4-methylpyrimidin-2-yl)oxy)phenyl)-7-(5,6,7,8-tetrahydroimidazo[1,2-a]pyridin-2-yl)thieno[3,2-c]pyridin-2-yl)-3-methylphenyl)methacrylamide NC1=NC=C(C2=C1C(=C(S2)C2=C(C=C(C=C2)NC(C(=C)C)=O)C)C2=CC(=C(C=C2)OC2=NC=CC(=N2)C)F)C=2N=C1N(CCCC1)C2